2-[1-(2-fluoro-4-nitro-phenyl)-4-piperidyl]-2,6-diazaspiro[3.3]heptane FC1=C(C=CC(=C1)[N+](=O)[O-])N1CCC(CC1)N1CC2(C1)CNC2